sila-10H-indolo[1,2-a]indole [SiH]1=C2C=C3N(C2=CC=C1)C=1C=CC=CC1C3